1-(6-(trifluoromethyl)pyridin-3-yl)ethan-1-d-1-ol FC(C1=CC=C(C=N1)C(C)(O)[2H])(F)F